C(C(=O)[O-])(=O)ON(CCN(OC(C(=O)[O-])=O)OC(C(=O)[O-])=O)OC(C(=O)[O-])=O ethylenediamine tetra-oxalate